N[C@@]1(CN(CC1)C1=C(C=NC(=C1C1=CC(=CC=C1)OC(F)(F)F)OC)C(=O)N[C@@H](C)C1CC1)C 4-[(3S)-3-amino-3-methylpyrrolidin-1-yl]-N-[(1S)-1-cyclopropylethyl]-6-methoxy-5-[3-(trifluoromethoxy)phenyl]pyridine-3-carboxamide